3-[N',N''-bis(2-tertbutyloxycarbonylaminoethyl)guanidino]-N,N-dipalmityl-propionamide C(C)(C)(C)OC(=O)NCCN=C(NCCC(=O)N(CCCCCCCCCCCCCCCC)CCCCCCCCCCCCCCCC)NCCNC(=O)OC(C)(C)C